tertbutyl piperidin-4-ylcarbamate N1CCC(CC1)NC(OC(C)(C)C)=O